3-(5-(6-(((2,6-dichloro-phenethyl)amino)methyl)imidazo[1,2-a]pyridin-8-yl)-1-oxoisoindolin-2-yl)piperidine-2,6-dione ClC1=C(CCNCC=2C=C(C=3N(C2)C=CN3)C=3C=C2CN(C(C2=CC3)=O)C3C(NC(CC3)=O)=O)C(=CC=C1)Cl